(3-methoxyoxetan-3-yl)methanol COC1(COC1)CO